methoxypyridin-2-olate COC=1C(=NC=CC1)[O-]